4-Bromo-1-(2-(dimethylamino)ethyl)-5-methylindolin-2-one BrC1=C2CC(N(C2=CC=C1C)CCN(C)C)=O